CC=1C=C(CN2CC(CC2=O)C(=O)N)C=CC1NC1=CC=C(C=C1)N1CCC(CC1)C(F)(F)F (3-methyl-4-((4-(4-(trifluoromethyl)piperidin-1-yl)phenyl)amino)benzyl)-5-oxopyrrolidine-3-carboxamide